N-(2-isopropyl-4-(4-methoxy-2,6-dimethylbenzyl)phenyl)acetamide (4-chloro-4-oxo-butyl)-N-methyl-carbamate ClC(CCCOC(NC)=O)=O.C(C)(C)C1=C(C=CC(=C1)CC1=C(C=C(C=C1C)OC)C)NC(C)=O